Br.N1=CC(=CC=C1)C[NH3+] 3-pyridylmethylammonium hydrobromide